Malonic acid 7-[4-(4-benzo[b]thiophen-4-ylpiperazin-1-yl)butoxy]-4,4-dimethyl-2-oxo-3,4-dihydro-2H-quinolin-1-ylmethyl ester tert-butyl ester C(C)(C)(C)OC(CC(=O)OCN1C(CC(C2=CC=C(C=C12)OCCCCN1CCN(CC1)C1=CC=CC=2SC=CC21)(C)C)=O)=O